OC([C@H](C)O)C1(CCN(CC1)C(=O)OC(C)(C)C)CO tert-butyl 4-((2S)-1,2-dihydroxypropyl)-4-(hydroxymethyl)piperidine-1-carboxylate